C1(CC1)COC=1C=CC=CC1OC(F)F 3-cyclopropylmethoxy-4-difluoromethoxybenzene